N[C@@H]1[C@@H](CC2=CC=CC=C12)NC(=O)C1=CN(CCS1)C=1C2=C(N=CN1)NC=C2C N-((1S,2R)-1-amino-2,3-dihydro-1H-inden-2-yl)-4-(5-methyl-7H-pyrrolo[2,3-d]pyrimidin-4-yl)-3,4-dihydro-2H-1,4-thiazine-6-carboxamide